CC1=C2C=CC=NC2=C(C=C1)NS(=O)(=O)C=1OC=CC1 N-(5-methyl-quinolin-8-yl)furan-2-sulfonamide